ethyl 4-(5-hydroxy-6-methoxy-isoindolin-2-yl)-4-oxobutanoate OC=1C=C2CN(CC2=CC1OC)C(CCC(=O)OCC)=O